(2R,3S)-3-amino-2-(((tert-butyldimethylsilyl)oxy)methyl)pyrrolidine-1-carboxylic acid tert-butyl ester C(C)(C)(C)OC(=O)N1[C@H]([C@H](CC1)N)CO[Si](C)(C)C(C)(C)C